ClC1=C(C=C2N=CC=NC2=C1)CC1=NC=CC(=C1N)N1CCNC2(CC2)C1 ((7-Chloroquinoxalin-6-yl)methyl)-4-(4,7-diazaspiro[2.5]octan-7-yl)pyridin-3-amine